ClC=1C=CC2=C(N(C(NC2=O)=O)C=2C=NC=CC2)N1 7-chloro-1-(pyridin-3-yl)pyrido[2,3-d]pyrimidine-2,4(1H,3H)-dione